tert-butyl 3-[3-[(2S)-2-[[tert-butyl(diphenyl)silyl]oxymethyl]pyrrolidin-1-yl] propoxy]propanoate [Si](C1=CC=CC=C1)(C1=CC=CC=C1)(C(C)(C)C)OC[C@H]1N(CCC1)CCCOCCC(=O)OC(C)(C)C